The molecule is an N-(2-naphthyl)carboxamide obtained by formal condensation of the C-terminal carboxy group of L-glutamylglycyl-L-arginine with the amino group of 2-naphthylamine. It has a role as a chromogenic compound. It is a N-(2-naphthyl)carboxamide and a tripeptide. C1=CC=C2C=C(C=CC2=C1)NC(=O)[C@H](CCCN=C(N)N)NC(=O)CNC(=O)[C@H](CCC(=O)O)N